[C@H]12N(C[C@H](NC1)C2)C2=CC=C(C=C2)C2=CC(=C1CN(C(C1=C2)=O)C(C(=O)NC=2SC=CN2)C2=C1N(C=N2)CCC1)F 2-[6-[4-[(1R,4R)-2,5-diazabicyclo[2.2.1]heptan-2-yl]phenyl]-4-fluoro-1-oxo-isoindolin-2-yl]-2-(6,7-dihydro-5H-pyrrolo[1,2-c]imidazol-1-yl)-N-thiazol-2-yl-acetamide